FC1(CC(C1)C(=O)OC)F methyl 3,3-difluorocyclobutanecarboxylate